ClC1=C(C(=O)O)C=CC=C1OCCOC1OCCCC1 2-chloro-3-(2-((tetrahydro-2H-pyran-2-yl)oxy)ethoxy)benzoic acid